((6-(6-cyclopropyl-2-((4-((1R,5S)-8-methyl-3,8-diazabicyclo[3.2.1]octan-3-yl)phenyl)amino)-7H-pyrrolo[2,3-d]pyrimidin-7-yl)pyridin-2-yl)imino)dimethyl-λ6-sulfanone C1(CC1)C1=CC2=C(N=C(N=C2)NC2=CC=C(C=C2)N2C[C@H]3CC[C@@H](C2)N3C)N1C1=CC=CC(=N1)N=S(=O)(C)C